perfluoropropionate FC(C(=O)[O-])(C(F)(F)F)F